N=1C=NN2C1C=C(C=C2)OC2=C(C=C(C=C2)NC2=NC=NC1=C2N=C(N=C1)OC1CC2CCC(C1)N2C(C=C)=O)C 1-(endo-3-((8-((4-([1,2,4]Triazolo[1,5-a]pyridin-7-yloxy)-3-methylphenyl)amino)pyrimido[5,4-d]pyrimidin-2-yl)oxy)-8-azabicyclo[3.2.1]octan-8-yl)prop-2-en-1-one